ethyl 2-(3-(4-bromo-2-(6-azaspiro[2.5]octan-6-yl)benzamido)phenoxy)acetate BrC1=CC(=C(C(=O)NC=2C=C(OCC(=O)OCC)C=CC2)C=C1)N1CCC2(CC2)CC1